alloxyribose C(C=C)OC(=O)[C@H](O)[C@H](O)[C@H](O)CO